6-[(4-Chloropyrimidin-5-yl)oxy]-2,3-difluoro-N,N-di(propan-2-yl)benzamide ClC1=NC=NC=C1OC1=CC=C(C(=C1C(=O)N(C(C)C)C(C)C)F)F